FC=1C2=C(C(=NC1)C)CC(C2)CO (4-fluoro-1-methyl-6,7-dihydro-5H-cyclopenta[c]pyridin-6-yl)methanol